C1(=CC=CC=C1)N1NC(=CC=C1O)O 1-phenyl-3,6-dihydroxypyridazine